3-(2,2-difluorovinyl)-8-fluoro-2-(4-methoxybenzyl)isoquinolin-1(2H)-one FC(=CC=1N(C(C2=C(C=CC=C2C1)F)=O)CC1=CC=C(C=C1)OC)F